(3S)-1-[4-[[(2,3,5,6-tetramethylphenyl)sulfonyl]amino]-1-naphthalenyl]-3-pyrrolidinecarboxylic acid CC1=C(C(=C(C=C1C)C)C)S(=O)(=O)NC1=CC=C(C2=CC=CC=C12)N1C[C@H](CC1)C(=O)O